OC1(CCCCC1)CN1N=CC(=C1C(=O)NC1=CC(=CC=C1)S(=O)(=O)C)C(F)(F)F 1-((1-hydroxycyclohexyl)methyl)-N-(3-(methylsulfonyl)phenyl)-4-(trifluoromethyl)-1H-pyrazole-5-carboxamide